2-[(1H-1,3-benzodiazol-2-yl)amino]-N-methyl-2-[3-(trifluoromethyl)phenyl]propanamide rhodium [Rh].N1C(=NC2=C1C=CC=C2)NC(C(=O)NC)(C)C2=CC(=CC=C2)C(F)(F)F